6-methyl-4-{2-[4-(2-(3-oxo-4-propylpiperazin-1-yl)ethoxy)phenyl]quinolin-6-yl}-1H-pyrrolo[2,3-c]pyridin-7(6H)-one CN1C(C2=C(C(=C1)C=1C=C3C=CC(=NC3=CC1)C1=CC=C(C=C1)OCCN1CC(N(CC1)CCC)=O)C=CN2)=O